C(C)(C)(C)C1=CC=C(C=C1)C1(CC2C(CN(C2)C(=O)NC2=CC=CC=C2)C1)O 5-(4-tert-butylphenyl)-5-hydroxy-N-phenyl-octahydrocyclopenta[c]pyrrole-2-carboxamide